1-(5-benzyl-pyrimidin-2-yl)-4-(6-(1-methyl-1H-pyrazol-4-yl)pyrazolo[1,5-a]pyridin-3-yl)piperazin-2-one C(C1=CC=CC=C1)C=1C=NC(=NC1)N1C(CN(CC1)C=1C=NN2C1C=CC(=C2)C=2C=NN(C2)C)=O